FC(OC=1C=C(C=CC1)N1CCNCC1)F 1-(3-(Difluoromethoxy)phenyl)piperazine